3-(difluoromethyl)-9-methyl-3,4,7,16-tetraazatricyclo[12.3.1.02,6]Octadecan-1(18),2(6),4,14,16-pentaen-8-one FC(N1C=2C=3C=NC=C(CCCCC(C(NC2C=N1)=O)C)C3)F